diphenyl-1,4-pentadien-3-one C1(=CC=CC=C1)C(C(C(=C)C1=CC=CC=C1)=O)=C